N1=CC(=CC=C1)CN(C(O)=O)C[C@H]1OC2=C(C1)C1=C(N=C(S1)C1=C3N=CC(=NC3=CC(=C1)C)OC)C=C2.O=C2N(C[C@H](C2)CCC)C(C(=O)N)CC 2-((4S)-2-oxo-4-n-propyl-1-pyrrolidinyl)butyramide (S)-pyridin-3-ylmethyl-((2-(2-methoxy-7-methylquinoxalin-5-yl)-7,8-dihydrobenzofuro[5,4-d]thiazol-7-yl)methyl)carbamate